ClC=1N=C(C2=C(N1)N(C=C2)C2[C@@H]([C@@H]([C@H](O2)COC2=C(OP(O)(=O)C)C=CC=C2)O)O)NC2CCCC2 [(2R,3S,4R)-5-[2-chloro-4-(cyclopentyl-amino)pyrrolo[2,3-d]-pyrimidin-7-yl]-3,4-dihydroxy-tetrahydro-furan-2-yl]methoxy-methyl-phenoxy-phosphinic acid